C1(=CC=CC=C1)C(C1=CC=CC=C1)=N[C@H]([C@@H](C1=CC=CC=C1)N[S@](=O)C(C)(C)C)C1=CC=CC=C1 (R)-N-((1R,2S)-2-((diphenylmethylene)amino)-1,2-diphenylethyl)-2-methylpropane-2-sulfinamide